(E)-N-(2-aminophenyl)-3-(1-((4-(1-methyl-1H-pyrazol-4-yl)phenyl)sulfonyl)-1H-pyrrol-3-yl)acrylamide NC1=C(C=CC=C1)NC(\C=C\C1=CN(C=C1)S(=O)(=O)C1=CC=C(C=C1)C=1C=NN(C1)C)=O